ClC1=C(C=C(C=C1)N1CC(C2=NC=CC=C21)(C)C)F 1-(4-chloro-3-fluorophenyl)-3,3-dimethyl-2,3-dihydro-1H-pyrrolo[3,2-b]pyridine